Dibenzyl tetraphosphate O(P(OCC1=CC=CC=C1)(=O)OP(=O)([O-])OP(=O)([O-])OP(=O)([O-])[O-])CC1=CC=CC=C1